(S)-1-tert-butyl 2-methyl-4-methylenepyrrolidine-1,2-dicarboxylate C[C@@]1(N(CC(C1)=C)C(=O)OC(C)(C)C)C(=O)[O-]